2-(3-amino-1H-indazol-4-yl)propan-2-ol NC1=NNC2=CC=CC(=C12)C(C)(C)O